2,2-dimethyl-7-phenethyl-2H-chromen-5-ol CC1(OC=2C=C(C=C(C2C=C1)O)CCC1=CC=CC=C1)C